6-(2,5-dimethyl-4-((4-phenylpiperazin-1-yl)methyl)thiophene-3-carboxamido)spiro[3.3]heptane-2-carboxylic acid CC=1SC(=C(C1C(=O)NC1CC2(CC(C2)C(=O)O)C1)CN1CCN(CC1)C1=CC=CC=C1)C